C(C)(=O)N1C[C@H](CCC1)N1N=CC(=C1C)C=1C=C(C=2N(C1)N=CC2C#N)SC2=NC=CC=C2F (S)-6-(1-(1-acetylpiperidin-3-yl)-5-methyl-1H-pyrazol-4-yl)-4-((3-fluoropyridin-2-yl)thio)pyrazolo[1,5-a]pyridine-3-carbonitrile